NC=1C=C2C(=CNC(C2=CC1)=O)C 6-amino-4-methylisoquinolin-1(2H)-one